[3-chloro-1-(4,4,4-trifluorobutyl)indazol-7-yl] trifluoromethanesulfonate FC(S(=O)(=O)OC=1C=CC=C2C(=NN(C12)CCCC(F)(F)F)Cl)(F)F